COC1=CC=C(C=C1)NC(NCCC(=O)N([C@@H](C(C)C)C(=O)OC)C)=S methyl N-(3-(3-(4-methoxyphenyl) thioureido) propanoyl)-N-methyl-L-valinate